C(C)N1C=CC2=C(C=CC(=C12)F)CN1CCC(CC1)N1CCCC1 1-ethyl-7-fluoro-4-{[4-(pyrrolidin-1-yl)piperidin-1-yl]methyl}-1H-indol